4-((2-(6-methoxypyridin-3-yl)-2,3-dihydrobenzo[b][1,4]dioxin-6-yl)methyl)pyridine-2-carbonitrile COC1=CC=C(C=N1)C1COC2=C(O1)C=CC(=C2)CC2=CC(=NC=C2)C#N